CC1=CC=C(C=C1)S(=O)(=O)/C=C/C#N (E)-3-[(4-Methylphenyl)sulfonyl]-2-propenenitrile